C(C)OC(=O)C1(CCN(CC1)C(=O)OC(C)(C)C)C=1N=NC(=CC1)C=1C(=NC=CC1)OCC 4-[6-(2-ethoxypyridin-3-yl)pyridazin-3-yl]piperidine-1,4-dicarboxylic acid 1-tert-butyl 4-ethyl ester